N-methyl-1,3-benzodioxolanyl-sec-butylamine CN(C(C)CC)C1OC2=C(O1)C=CC=C2